ClC=1C=C(C(=NC1)OC1=CC=C(C=C1)C=1C=C(C=CC1)CC(=O)O)F (3-{4-[(5-chloro-3-fluoropyridin-2-yl)oxy]phenyl}phenyl)acetic acid